lithium difluoromethylenediamine FC(N)(N)F.[Li]